9-cyanotetracyclo[6.2.1.13,6.02,7]Dodec-4-ene C(#N)C1C2C3C4C=CC(C3C(C1)C2)C4